C1(=CC=CC=C1)CCC[C@@H]1[C@H](C1)C(=O)OC(C)(C)C tert-butyl (1S,2S)-2-(3-phenylpropyl)cyclopropane-1-carboxylate